NC1=NN(C=C1C=1C=C2CCNC(C2=CC1)=O)C=1C=C(C=CC1)NC(\C=C\CN(C)C)=O (E)-N-(3-(3-amino-4-(1-oxo-1,2,3,4-tetrahydroisoquinolin-6-yl)-1H-pyrazol-1-yl)phenyl)-4-(dimethylamino)but-2-enamide